8-bromo-1,10-dihydro-cyclopenta[g]pyrido[3,2-b]indol-3(2H)-one BrC1=CC=2NC=3C4=C(C=CC3C2N=C1)C(CC4)=O